6-((trimethylsilyl)ethynyl)-7-oxa-3-azabicyclo[4.1.0]heptane-3-carboxylate C[Si](C)(C)C#CC12CCN(CC2O1)C(=O)[O-]